O=C1NC(CCC1N1C(C2=CC=C(C=C2C1=O)N1CCN(CC1)CCN1CCC(CC1)OC1CN(C1)C1=CC=C(C=C1)C=1C=CC=2C3=C(N(C2C1)C)C=CN=C3)=O)=O 2-(2,6-dioxopiperidin-3-yl)-5-(4-(2-(4-((1-(4-(5-methyl-5H-pyrido[4,3-b]indol-7-yl)phenyl)azetidin-3-yl)oxy)piperidin-1-yl)ethyl)piperazin-1-yl)isoindoline-1,3-dione